NC1=CC(=C(C=N1)N1C[C@H](N(CC1)C(=O)C1=NC=C(C(=C1)OC)OC1=CC=CC=C1)CO)OC [(S)-4-(6-Amino-4-methoxy-pyridin-3-yl)-2-hydroxymethyl-piperazin-1-yl]-(4-methoxy-5-phenoxy-pyridin-2-yl)-methanon